O1CCC2=C1C=C(C=C2)CN(C(=O)[C@H]2N(CCC2)S(=O)(=O)C2=CC=C(C)C=C2)C2CCC(CC2)(C)C (S)-1-(Toluene-4-sulfonyl)-pyrrolidine-2-carboxylic acid (2,3-dihydro-benzofuran-6-ylmethyl)-(4,4-dimethyl-cyclohexyl)-amide